C(C)(C)(C)C=1C=CC(=C(C1)NC(=O)C=1N=NN(C1C)C1=C(C=C(C(=C1)Cl)Cl)OC)O[C@@H](CC)CCC (S)-N-(5-(TERT-BUTYL)-2-(HEXAN-3-YLOXY)PHENYL)-1-(4,5-DICHLORO-2-METHOXYPHENYL)-5-METHYL-1H-1,2,3-TRIAZOLE-4-CARBOXAMIDE